(1R,3s,5S)-8-(4-fluorobenzyl)-8-azabicyclo[3.2.1]octan-3-amine FC1=CC=C(CN2[C@H]3CC(C[C@@H]2CC3)N)C=C1